C1(=CC=CC=C1)[C@@H](C)N (R)-(+)-α-Phenyl-ethylamine